5-(2-butylbenzoyl)amino-3-(octahydroindolizin-7-yl)-benzofuran C(CCC)C1=C(C(=O)NC=2C=CC3=C(C(=CO3)C3CCN4CCCC4C3)C2)C=CC=C1